(Z)-1-(((1r,4r)-4-aminocyclohexyl)methyl)-3-((3,5-dimethyl-1H-pyrrol-2-yl)methylene)-5-fluoro-2-oxo-N-(3-(pyridin-2-yl)prop-2-yn-1-yl)indole-6-carboxamide trifluoroacetate salt FC(C(=O)O)(F)F.NC1CCC(CC1)CN1C(\C(\C2=CC(=C(C=C12)C(=O)NCC#CC1=NC=CC=C1)F)=C/C=1NC(=CC1C)C)=O